C[C@@H]1CN(C[C@H](C1)C1=C2C=CC=NC2=C(C=C1)C)C(CC1CCN(CC1)C)=O 1-[(3S,5R)-3-methyl-5-(8-methyl-quinolin-5-yl)-piperidin-1-yl]-2-(1-methyl-piperidin-4-yl)-ethanone